methoxy-1,4-oxazocane-2-carboxylic acid COC1(OCCCCNC1)C(=O)O